C1(=CC=C(C=C1)C1=C2C=CC=CC2=C(C2=C(C3=CC=CC=C3C(=C12)C1=CC=CC=C1)C1=CC=CC=C1)C1=CC=C(C=C1)C1=CC=CC=C1)C1=CC=CC=C1 5,12-bis(biphenyl-4-yl)-6,11-diphenyl-tetracene